CN(CCCOC1=CC=C(C=N1)C1=CC=C2N=CC=3N(C(N4[C@@H](COC1=C2C34)CC)=O)C)C (R)-7-(6-(3-(dimethylamino)propoxy)pyridin-3-yl)-10-ethyl-2-methyl-9,10-dihydro-8-oxa-2,4,10a-triazanaphtho[2,1,8-cde]azulen-1(2H)-one